allyl-pyrazole C(C=C)C1=NNC=C1